N-phenylphthalimid C1(=CC=CC=C1)N1C(C=2C(C1=O)=CC=CC2)=O